2-(allylamino)-5-(3-(2-oxoindolin-5-yl)-1,2,4-oxadiazol-5-yl)benzonitrile C(C=C)NC1=C(C#N)C=C(C=C1)C1=NC(=NO1)C=1C=C2CC(NC2=CC1)=O